CN1C(NC2=CC(=CC=C2C1=O)C=1C=C(C(=O)N)C=CC1)=O 3-(3-methyl-2,4-dioxo-1,2,3,4-tetrahydroquinazolin-7-yl)benzamide